C(C)C1=NC=CC=C1C=1C=C(C=C2C=C(NC12)C=1CN(CCC1)C(=O)OC(C)(C)C)C(=O)N1CCN(CC1)C1=NC=C(C=C1OC)F tert-butyl 3-(7-(2-ethylpyridin-3-yl)-5-(4-(5-fluoro-3-methoxypyridin-2-yl)piperazine-1-carbonyl)-1H-indol-2-yl)-5,6-dihydropyridine-1(2H)-carboxylate